copper-zinc aluminum [Al].[Zn].[Cu]